5-Methoxy-1-[trans-4-(pyridin-2-yloxy)cyclohexyl]-5,6-dihydro-4H-[1,2,4]triazolo[4,3-a][1]benzazepin COC1CC=2N(C3=C(C1)C=CC=C3)C(=NN2)[C@@H]2CC[C@H](CC2)OC2=NC=CC=C2